[C@@H]1(N(O)[C@H](O)[C@@H](CO)O1)N1C(=O)N=C(N)C=C1 2'-azacytidine